FC(CC1CC(C1)N1C[C@@H](CCC1)NC=1N=NC(=C2C1C=NC=C2)C2=C(C=C(C=C2)C(F)(F)F)O)F 2-[4-({(3R)-1-[3-(2,2-difluoroethyl)cyclobutyl]piperidin-3-yl}amino)pyrido[3,4-d]pyridazin-1-yl]-5-(trifluoromethyl)phenol